4-bromo-5-(4-methoxyphenyl)-1-(4-nitrophenyl)-1H-pyrazole BrC=1C=NN(C1C1=CC=C(C=C1)OC)C1=CC=C(C=C1)[N+](=O)[O-]